FC1=CC=C(C=C1)C1=NN=C(S1)CN (5-(4-fluorophenyl)-1,3,4-thiadiazol-2-yl)methylamine